COC1=CC=C(CN(CC(CC(=O)OCC)=O)CC2=CC=C(C=C2)OC)C=C1 ethyl 4-(bis(4-methoxybenzyl)amino)-3-oxobutanoate